N1(CCCC1)C1=NC=NC(=N1)C=CC1=CC(=CC=C1)[N+](=O)[O-] 4-(tetrahydropyrrol-1-yl)-6-(3-nitrostyryl)-1,3,5-triazin